(2S,4R)-4-hydroxy-N-(2-hydroxy-4-(4-methylthiazol-5-yl)benzyl)pyrrolidine-2-carboxamide hydrochloride Cl.O[C@@H]1C[C@H](NC1)C(=O)NCC1=C(C=C(C=C1)C1=C(N=CS1)C)O